3-methoxy-7,7-dimethyl-10-methylene-bicyclo[4.3.1]decane COC1CC2CCC(C(CC1)C2=C)(C)C